2-[(6R)-6-fluoro-6,7-dihydro-5H-pyrrolo[1,2-c]Imidazol-1-yl]-N-thiazol-2-yl-acetamide hydrochloride Cl.F[C@@H]1CC=2N(C=NC2CC(=O)NC=2SC=CN2)C1